4-fluoro-1-methyl-1H-pyrazole-3-sulfonyl chloride FC=1C(=NN(C1)C)S(=O)(=O)Cl